N-(2-cyclopropyl-4-iodo-5-methylphenyl)-N-{7-oxo-6-[(3R)-oxolan-3-yl]-5H-pyrrolo[3,4-b]pyridin-2-yl}but-2-ynamide C1(CC1)C1=C(C=C(C(=C1)I)C)N(C(C#CC)=O)C1=CC=C2C(=N1)C(N(C2)[C@H]2COCC2)=O